3-(4-ethylphenyl)-2,2-dimethylpropan-1-aldehyde C(C)C1=CC=C(C=C1)CC(C=O)(C)C